ClC1=CC=C2C(=N1)CN(C2=O)COCC[Si](C)(C)C 2-chloro-6-((2-(trimethylsilyl)ethoxy)methyl)-6,7-dihydro-5H-pyrrolo[3,4-b]pyridin-5-one